CN(CCCNC(=O)C1=NC2=CC=CC=C2N=C1NSC1=CC=C(C=C1)Br)C N-(3-(dimethylamino)propyl)-3-((4-bromophenylthio)amino)quinoxaline-2-carboxamide